(6-amino-5-(3-hydroxy-2,6-dimethylphenyl)-5H-pyrrolo[2,3-b]pyrazin-7-yl)(3-methyl-1H-pyrazol-5-yl)methanone NC1=C(C=2C(=NC=CN2)N1C1=C(C(=CC=C1C)O)C)C(=O)C1=CC(=NN1)C